(2S)-2-[1-(3,3-Difluorocyclobutan-1-carbonyl)-1,2,3,4-tetrahydrochinolin-6-yl]-N-(4-fluorophenyl)propanamid FC1(CC(C1)C(=O)N1CCCC2=CC(=CC=C12)[C@@H](C(=O)NC1=CC=C(C=C1)F)C)F